NC=1SC=C(N1)/C(/C(=O)OCC)=N/OCCF ethyl (Z)-2-(2-aminothiazol-4-yl)-2-((2-fluoroethoxy)imino)acetate